α-(acetylamino)-N-[4-(trifluoromethyl)phenyl]-cyclopentaneacetamide C(C)(=O)NC(C(=O)NC1=CC=C(C=C1)C(F)(F)F)C1CCCC1